C(C1=CC=CC=C1)OC1=C(N2C(C3=C(C=CC=C13)Br)=NC(=N2)C)C(=O)NCC(=O)OCC ethyl (6-(benzyloxy)-10-bromo-2-methyl-[1,2,4]triazolo[5,1-a]isoquinoline-5-carbonyl)glycinate